C(C)(C)(C)OC(=O)N1CC(CC1)(CCC1=CC=CC=C1)CO 3-(hydroxymethyl)-3-phenethylpyrrolidine-1-carboxylic acid tert-butyl ester